FC(C1=CC=C(C=N1)NC1CCC2(CNC2)CC1)(F)F N-[6-(trifluoromethyl)-3-pyridyl]-2-azaspiro[3.5]nonan-7-amine